C(C)(C)(C)C1=C(C(=CC(=C1)C(C)(C)C)N1N=C2C(=N1)C=CC(=C2)Cl)O 2,4-di-tert-butyl-6-(5-chloro-2H-benzotriazole-2-yl)-phenol